methyl 2-((4-((6-((4-cyano-2-fluorophenoxy)methyl)pyridin-2-yl)oxy)piperidin-1-yl)methyl)-1-((1-ethyl-1H-imidazol-5-yl)methyl)-4-fluoro-1H-benzo[d]imidazole-6-carboxylate C(#N)C1=CC(=C(OCC2=CC=CC(=N2)OC2CCN(CC2)CC2=NC3=C(N2CC2=CN=CN2CC)C=C(C=C3F)C(=O)OC)C=C1)F